aluminum (diacetone) diisopropoxide CC([O-])C.CC([O-])C.CC(=O)C.CC(=O)C.[Al+2]